C(C1=CC=CC=C1)N1CC=CC=C1 1-(benzyl)pyridine